(5S,6S)-2-amino-6-((S)-5H-imidazo[5,1-a]isoindol-5-yl)-5,6,7,8-tetrahydroquinazolin-5-ol NC1=NC=2CC[C@H]([C@@H](C2C=N1)O)[C@@H]1N2C(C3=CC=CC=C13)=CN=C2